COCC(=O)N1CCC(CC1)CN1N=C2C3=C(CCC2=C1)OC(=C3C(F)(F)F)C(=O)OCC Ethyl 2-{[1-(methoxyacetyl) piperidin-4-yl] methyl}-8-(trifluoromethyl)-4,5-dihydro-2H-furo[2,3-g]indazole-7-carboxylate